FCC1(CC1)\C(=N/O)\N (E)-1-(fluoromethyl)-N'-hydroxycyclopropane-1-carboxamidine